[Cl-].C[N+](CCOC(C(=C)C)=O)(C)C N,N,N-Trimethyl-2-((2-methyl-1-oxo-2-propenyl)oxy)ethanaminium chloride